ClC1=C(C=CC(=C1)C)N(C=1C=C(C(=O)N2CCN(CC2)CC2=NC3=C(N2C[C@H]2OCC2)C=C(C=C3)C(=O)OC)C=CC1F)C Methyl (S)-2-((4-(3-((2-chloro-4-methylphenyl)(methyl)amino)-4-fluorobenzoyl)piperazin-1-yl)methyl)-1-(oxetan-2-ylmethyl)-1H-benzo[d]imidazole-6-carboxylate